C(C1=CC=CC=C1)OC(=O)NC(COCCC(=O)O)(COCCC(=O)O)COCCC(=O)O 3,3'-((2-(((benzyloxy)carbonyl)amino)-2-((2-carboxyethoxy)methyl)propane-1,3-diyl)bis(oxy))dipropanoic acid